C(C)N1N=C(C(=C1)B1OC(C(O1)(C)C)(C)C)C 1-ethyl-3-methyl-4-(4,4,5,5-tetramethyl-1,3,2-dioxaborolan-2-yl)pyrazole